FC(C)(F)C1=NC=C(C(=N1)C)S(=O)(=O)N1CC2(C1)CN(C2)CC2CCOCC2 2-((2-(1,1-difluoroethyl)-4-methylpyrimidin-5-yl)sulfonyl)-6-((tetrahydro-2H-pyran-4-yl)methyl)-2,6-diazaspiro[3.3]heptane